C(CC1=CC=CC=C1)C1=CCCCC1 phenethylcyclohexene